C(C)OC(=O)C1C(=CCCC1(C)C)CC Ethyl-2-ethyl-6,6-dimethylcyclohex-2-en-1-carboxylat